N,N-dimethyl-propylenediamine CN(CC(C)N)C